cyclobutylmethyl (3R,4S)-3-{5-[4-amino-5-(trifluoromethyl)pyrrolo[2,1-f][1,2,4]triazin-7-yl]-2-methoxypyridine-3-amido}-4-fluoropyrrolidine-1-carboxylate NC1=NC=NN2C1=C(C=C2C=2C=C(C(=NC2)OC)C(=O)N[C@@H]2CN(C[C@@H]2F)C(=O)OCC2CCC2)C(F)(F)F